1-chloro-6-(2-chloro-5-fluorophenyl)-3-(2,2-difluoroethyl)-5-{[(2,4-dimethoxyphenyl)methyl]amino}-6-hydroxy-7,8-dihydro-6H-pyrrolo[4,3-e]indazol-8-one ClC1=NN(C=2C=C(C3=C(C12)C(NC3(O)C3=C(C=CC(=C3)F)Cl)=O)NCC3=C(C=C(C=C3)OC)OC)CC(F)F